N1C(CCC1)=O (R)-2-pyrrolidone